Calcium cyclamate C1CCC(CC1)NS(=O)(=O)[O-].C1CCC(CC1)NS(=O)(=O)[O-].[Ca+2]